3-(4-fluorophenyl)-N-(3-fluoro-4-((5,6-dimethylpyrazolo[1,5-a]pyrimidine-7-yl)oxy)phenyl)-2,4-dioxo-1,2,3,4-tetrahydropyrimidine-5-carboxamide FC1=CC=C(C=C1)N1C(NC=C(C1=O)C(=O)NC1=CC(=C(C=C1)OC1=C(C(=NC=2N1N=CC2)C)C)F)=O